2-methoxy-4-{2-[2-(4-methoxy-2-methylbenzenesulfonamido)-phenyl]ethynyl}benzoic acid COC1=C(C(=O)O)C=CC(=C1)C#CC1=C(C=CC=C1)NS(=O)(=O)C1=C(C=C(C=C1)OC)C